COCCCOC1=CC=C(C=C1)C1=CC=C(C=C1)C1(CC1)NC(=O)NC1(CN2CCC1CC2)C 1-(1-(4'-(3-methoxypropoxy)-[1,1'-biphenyl]-4-yl)cyclopropyl)-3-(3-methylquinuclidin-3-yl)urea